N-(4-(dimethylamino)-1-(3-methylpyridin-2-yl)-4-oxobutyl)-7-methyl-1H-indole CN(C(CCC(C1=NC=CC=C1C)N1C=CC2=CC=CC(=C12)C)=O)C